N-(3-cyano-2-cyclopropyl-7-ethoxy-4-oxo-1,4-dihydroquinolin-6-yl)acetamide C(#N)C1=C(NC2=CC(=C(C=C2C1=O)NC(C)=O)OCC)C1CC1